2-(5-(4-fluorophenyl)-3-isopropylisoxazol-4-yl)-N-(5-(oxetan-3-yl)pyridin-2-yl)thiazole-4-carboxamide FC1=CC=C(C=C1)C1=C(C(=NO1)C(C)C)C=1SC=C(N1)C(=O)NC1=NC=C(C=C1)C1COC1